1-Methylene-2-methylcyclohexane C=C1C(CCCC1)C